FC=1C=CC(=C(C1)[C@@H]1N(CCC1)C1=NC=2N(C=C1)N=CC2C(=O)O)O (R)-5-(2-(5-fluoro-2-hydroxyphenyl)pyrrolidin-1-yl)pyrazolo[1,5-a]Pyrimidine-3-carboxylic acid